Pyridazinone 3Z-Hexenylbutyrat C(=CCCCC)OC(CCC)=O.N=1NC(C=CC1)=O